(2R,4S)-4-(4-bromobenzyl)-N-((S)-1-((5-chloro-2-hydroxy-3-methylbenzyl)amino)-1-oxopropan-2-yl)pyrrolidine-2-carboxamide hydrochloride Cl.BrC1=CC=C(C[C@H]2C[C@@H](NC2)C(=O)N[C@H](C(=O)NCC2=C(C(=CC(=C2)Cl)C)O)C)C=C1